C(CCCCCCCC)OC(OCN1C(CCC2=CC=C(C=C12)OCCCCN1CCN(CC1)C1=CC=CC=2SC=CC21)=O)=O Carbonic acid 7-[4-(4-benzo[b]thiophen-4-ylpiperazin-1-yl)butoxy]-2-oxo-3,4-dihydro-2H-quinolin-1-ylmethyl ester nonyl ester